4-(3-fluorophenyl)-1-(5-(4-((2-methoxyethyl)(methyl)carbamoyl)phenyl)-4-(4-(trifluoromethyl)phenyl)thiazol-2-yl)-3-methyl-1H-pyrazole-5-carboxylic acid FC=1C=C(C=CC1)C=1C(=NN(C1C(=O)O)C=1SC(=C(N1)C1=CC=C(C=C1)C(F)(F)F)C1=CC=C(C=C1)C(N(C)CCOC)=O)C